N-[(3-{[5-amino-7-(butyl-amino)-1H-pyrazolo[4,3-d]pyrimidin-1-yl]methyl}-4-methoxyphenyl)methyl]-3-hydroxy-N-methylpropanamide NC=1N=C(C2=C(N1)C=NN2CC=2C=C(C=CC2OC)CN(C(CCO)=O)C)NCCCC